BrC1=CC=C(C=C1)N1N=C(C(=C1)C1OC(C(N1CCC1=CC=C(C=C1)OCC)=O)C)C1=CC=C(C=C1)F 2-(1-(4-bromophenyl)-3-(4-fluorophenyl)-1H-pyrazol-4-yl)-3-(4-ethoxyphenethyl)-5-methyloxazolidin-4-one